2,5-dimethyl-2,5-di(alpha-cumylperoxy)hexyne CC(C)(C#CC(C)(OOC(C)(C)C1=CC=CC=C1)C)OOC(C)(C)C1=CC=CC=C1